phenyl (3-(1,1,1-trifluoro-2-methylpropan-2-yl)isoxazol-5-yl)carbamate FC(C(C)(C)C1=NOC(=C1)NC(OC1=CC=CC=C1)=O)(F)F